ClC1=C(C=2N(C=C1)C=NC2C(C(=O)OC)(C)O)F methyl 2-(7-chloro-8-fluoroimidazo[1,5-a]pyridin-1-yl)-2-hydroxypropanoate